(2S,4S)-4-(7-bromo-4,8-dichloro-6-fluoro-1H-pyrazolo[4,3-c]quinolin-1-yl)-2-(2-((tert-butyldimethylsilyl)oxy)ethyl)piperidine-1-carboxylic acid tert-butyl ester C(C)(C)(C)OC(=O)N1[C@@H](C[C@H](CC1)N1N=CC=2C(=NC=3C(=C(C(=CC3C21)Cl)Br)F)Cl)CCO[Si](C)(C)C(C)(C)C